C1(CCC1)NC(C[C@H](CCN(CCC)CCC)NC(=O)C1=NN(C(=C1)C1=C(C=CC=C1)C(F)(F)F)C1CCCC1)=O (3S)-N-cyclobutyl-3-({1-cyclopentyl-5-[2-(trifluoromethyl)phenyl]-1H-pyrazol-3-yl}formamido)-5-(dipropylamino)pentanamide